FC=1C(=NC=CC1CN1CC(CCC1)F)C=1C=C2CN(C(C2=CC1)=O)C1C(NC(CC1)=O)=O 3-(5-(3-fluoro-4-((3-fluoropiperidin-1-yl)methyl)pyridin-2-yl)-1-oxoisoindolin-2-yl)piperidine-2,6-dione